(R)-N-(1-(7-cyano-2-(1-methyl-1H-pyrazol-4-yl)-1H-indol-4-yl)piperidin-3-yl)-4-(trifluoromethoxy)benzamide C(#N)C=1C=CC(=C2C=C(NC12)C=1C=NN(C1)C)N1C[C@@H](CCC1)NC(C1=CC=C(C=C1)OC(F)(F)F)=O